C=1(C(=CC=CC1)S(=O)(=O)[O-])S(=O)(=O)OCCCCCCCCCCCC.[Ca+2].C(CCCCCCCCCCC)OS(=O)(=O)C=1C(=CC=CC1)S(=O)(=O)[O-] calcium dodecyl benzenedisulfonate